C1(CC1)C1=NN(C=N1)C1CC2(CN(C2)C(=O)N2CC3(C2)CC(C3)OC=3C=NC(=CC3)OC(F)F)C1 (6-(3-cyclopropyl-1H-1,2,4-triazol-1-yl)-2-azaspiro[3.3]heptan-2-yl)(6-((6-(difluoromethoxy)pyridin-3-yl)oxy)-2-azaspiro[3.3]heptan-2-yl)methanone